FC1(CCN(CC1)C(=O)C=1C=NC2=C(C=CC=C2C1)C1=CC=C2C(N(C3(C2=C1)CC3)C)=O)F 6'-(3-(4,4-difluoropiperidine-1-carbonyl)quinolin-8-yl)-2'-methyl-spiro[cyclopropane-1,1'-isoindolin]-3'-one